4-hydroxy-5-(5H-imidazo[5,1-a]isoindol-5-yl)-4,5,6,7-tetrahydropyrazolo[1,5-a]pyridine-2-carboxamide OC1C=2N(CCC1C1N3C(C4=CC=CC=C14)=CN=C3)N=C(C2)C(=O)N